FC(OC1=CC=C(C=C1)C=1SC(=CN1)/C=C/C(C)=O)(F)F (E)-4-(2-(4-(trifluoromethoxy)phenyl)thiazol-5-yl)but-3-en-2-one